O1C(=NC=C1)C1=CC=2N(C=N1)N=CN2 7-(oxazol-2-yl)-[1,2,4]triazolo[1,5-c]pyrimidin